3-[6-Amino-8-(6-iodo-benzo[1,3]dioxol-5-ylsulfanyl)-purin-9-yl]-N-methyl-propionamide NC1=C2N=C(N(C2=NC=N1)CCC(=O)NC)SC1=CC2=C(OCO2)C=C1I